2,6-Anhydro-4-(4-chloro-3-cyano-2H-indazol-2-yl)-3,4,5-trideoxy-5-isobutyramido-D-glycero-D-galacto-non-2-enonic acid ClC=1C2=C(N(N=C2C=CC1)[C@H]1C=C(C(=O)O)O[C@H]([C@@H]1NC(C(C)C)=O)[C@H](O)[C@H](O)CO)C#N